6-((S)-5-methoxy-2-(5-methoxy-5-oxopentanoylamino)-5-oxopentanoyl)-L-lysine methyl ester COC([C@@H](N)CCCC(N)C([C@H](CCC(=O)OC)NC(CCCC(=O)OC)=O)=O)=O